N-(3-((dimethylamino)methyl)-4-(4-methyl-piperazin-1-yl)phenyl)-4-((8-methyl-2,3-dihydro-1H-pyrido[2,3-b][1,4]oxazin-7-yl)amino)-2-oxo-1,2-dihydropyridine-3-carboxamide CN(C)CC=1C=C(C=CC1N1CCN(CC1)C)NC(=O)C=1C(NC=CC1NC1=C(C2=C(OCCN2)N=C1)C)=O